4-hexadecyloxyaniline C(CCCCCCCCCCCCCCC)OC1=CC=C(N)C=C1